FC(C=1C=C(C=CC1)CCC)(F)F 1-[3-(trifluoromethyl)phenyl]propan